6-methoxy-2-(4-(trifluoromethyl)phenethyl)isoindolin-1-one COC1=CC=C2CN(C(C2=C1)=O)CCC1=CC=C(C=C1)C(F)(F)F